C(C1=CC=CC=C1)NC1CCN(CC1)S(=O)(=O)N1[C@H]2CC(C[C@@H]1CC2)NC(=O)C=2C=C1CC(NC1=CC2Cl)=O N-[(1R,3R,5S)-8-[4-(benzylamino)piperidine-1-sulfonyl]-8-azabicyclo[3.2.1]oct-3-yl]-6-chloro-2-oxo-2,3-dihydro-1H-indole-5-carboxamide